(S)-N-(1-(3-(2-ethoxypyridin-4-yl)-1,2,4-oxadiazol-5-yl)ethyl)-1-methyl-3-(trifluoromethyl)-1H-pyrazole-5-carboxamide C(C)OC1=NC=CC(=C1)C1=NOC(=N1)[C@H](C)NC(=O)C1=CC(=NN1C)C(F)(F)F